FC(C(O)C1=CC=C(C=N1)NC(OCCCC)=O)(F)F butyl (6-(2,2,2-trifluoro-1-hydroxyethyl)pyridin-3-yl)carbamate